C(C)(C)(C)OC(NC1CCN(CC1)C=1C=C2C(=CN1)NC=C2Br)=O (1-(3-bromo-1H-pyrrolo[2,3-c]pyridin-5-yl)piperidin-4-yl)carbamic acid tert-butyl ester